C(C(C)(C)C)(=O)OCN1N=NC(=C1)C1CN(C1)C1=NOC(C1)C=1C=NC(=NC1)NC1CC2=CC(=C(C=C2C1)F)F (4-(1-(5-(2-((5,6-difluoro-2,3-dihydro-1H-inden-2-yl)amino)pyrimidin-5-yl)-4,5-dihydroisoxazol-3-yl)azetidin-3-yl)-1H-1,2,3-triazol-1-yl)methyl pivalate